7-but-2-ynoxy-3-[[3-fluoro-2-(methylsulfamoylamino)-4-pyridyl]methyl]-4-methyl-chromen-2-one C(C#CC)OC1=CC=C2C(=C(C(OC2=C1)=O)CC1=C(C(=NC=C1)NS(NC)(=O)=O)F)C